8-chloroimidazo[1,5-a]pyrido[3,4-e]pyrazin-4(5H)-one ClC1=CC2=C(NC(C=3N2C=NC3)=O)C=N1